2,3-dihydroxyhexadecanoic acid OC(C(=O)O)C(CCCCCCCCCCCCC)O